N1CCC2=C(C=CC=C12)N1N=CC(=C1)C=O 1-(2,3-Dihydro-1H-indol-4-yl)pyrazole-4-carbaldehyde